N-ethyl-3-(2-chloro-6-fluoro-4-trifluoromethylphenoxy)-5-methyl-1H-pyrazole-1-carboxylic acid amide C(C)NC(=O)N1N=C(C=C1C)OC1=C(C=C(C=C1F)C(F)(F)F)Cl